OC1CC2(C(CCC2C2C(CC3=CC(C=CC3(C12)C)=O)OC(CCCC[C@H]1SS(CC1)=O)=O)C(=O)[O-])C 11-hydroxy-10,13-dimethyl-l-7-((5-((3R)-1-oxido-1,2-dithiolan-3-yl)pentanoyl)oxy)-3-oxo-6,7,8,9,10,11,12,13,14,15,16,17-dodecahydro-3H-cyclopenta[a]phenanthrene-17-carboxylate